1,5-dimethyl-1H-pyrazole CN1N=CC=C1C